[F].[F-].[Ca+2].[F-] calcium fluoride fluorine